1-(4-((benzyloxy)methyl)phenyl)-5-methyl-1H-pyrazole-3-carboxylic acid ethyl ester C(C)OC(=O)C1=NN(C(=C1)C)C1=CC=C(C=C1)COCC1=CC=CC=C1